7-(Cyclohexylmethoxy)chroman-4-one C1(CCCCC1)COC1=CC=C2C(CCOC2=C1)=O